ethyl (S)-3-(2',4'-difluorobiphenyl-3-yl)-3-(3-(5-hydroxy-2-methyl-3-oxo-2,3-dihydropyridazin-4-yl)ureido)propanoate FC1=C(C=CC(=C1)F)C1=CC(=CC=C1)[C@H](CC(=O)OCC)NC(=O)NC=1C(N(N=CC1O)C)=O